(Z)-7-(5-(6-chloro-2-methoxybenzylidene)-2,4-dioxathiazolidin-3-yl)heptanoic acid ClC1=CC=CC(=C1\C=C/1\ON(OS1)CCCCCCC(=O)O)OC